C1(CC1)CN[C@H]1CN(CCC1)C=1C=NC(=CC1)C1(COC1)N1N=NC(=C1)C=1N=NC=C(C1)C1CC1 (R)-N-(cyclopropylmethyl)-1-(6-(3-(4-(5-cyclopropylpyridazin-3-yl)-1H-1,2,3-triazol-1-yl)oxetan-3-yl)pyridin-3-yl)piperidin-3-amine